methyl 2-(5,6-difluoro-2-oxo-1,4-dihydroquinazolin-3-yl)acetate FC1=C2CN(C(NC2=CC=C1F)=O)CC(=O)OC